NCC=1N=C2N(C=C(C=C2N2C(N(C(C2)=O)C)=O)C2C(C2)(F)F)C1 1-(2-(aminomethyl)-6-(2,2-difluorocyclopropyl)imidazo[1,2-a]pyridin-8-yl)-3-methylimidazolidine-2,4-dione